butylamino-ethylamine C(CCC)NNCC